C(C)(C)(C)OC(=O)N[C@H]([C@H](C#N)NC1=C(C(=O)OC)C=C(C=C1)C=1C=C2C=NNC2=CC1)CC1=CNC2=CC=CC=C12 |&1:9| Methyl 2-(((1RS,2S)-2-((tert-butoxycarbonyl)amino)-1-cyano-3-(1H-indol-3-yl)propyl)amino)-5-(1H-indazol-5-yl)benzoate